BrC1=NN2C(N(C(=CC2=O)C2CCC2)CC(=O)NC2=C(C=C(C=C2)C(F)(F)F)Cl)=N1 2-(2-bromo-5-cyclobutyl-7-oxo-[1,2,4]triazolo[1,5-a]pyrimidin-4(7H)-yl)-N-(2-chloro-4-(trifluoromethyl)phenyl)acetamide